C(C)(CC)C1C(NC2=C(CN1C(=O)NC=1SC=NN1)C=CC=C2)=O 3-(sec-butyl)-2-oxo-N-(1,3,4-thiadiazol-2-yl)-1,2,3,5-tetrahydro-4H-benzo[1,4]diazepine-4-carboxamide